NCC=1C(=C(C(=CC1)C(F)(F)F)C1=NC(=C(C(C1)=O)F)C)F 2-[3-(aminomethyl)-2-fluoro-6-(trifluoromethyl)phenyl]-5-fluoro-6-methylpyridin-4(3H)-one